C1(CCC(N1N[C@@H](C(C)C)C(=O)O)=O)=O Succinimidyl-valine